CC(CC[C@@H](C(=O)OC)NC(=O)C=1C=NC(=CC1)OC1=CC(=CC=C1)OCC(NCCOCCOCCOCCOCCOCCOCC#C)=O)(C)C methyl (2S)-5,5-dimethyl-2-[[6-[3-[2-oxo-2-[2-[2-[2-[2-[2-(2-prop-2-ynoxyethoxy)ethoxy]ethoxy]ethoxy]ethoxy]ethylamino]ethoxy]phenoxy]pyridine-3-carbonyl]amino]hexanoate